4-amino-1-(2,5-difluorophenyl)butan-1-one hydrochloride Cl.NCCCC(=O)C1=C(C=CC(=C1)F)F